Tert-butyl ((4-bromo-6-chloropyridin-2-yl)methyl)carbamate BrC1=CC(=NC(=C1)Cl)CNC(OC(C)(C)C)=O